COC(CN1C(CCC1=O)(C)C)=O 2-(2,2-dimethyl-5-oxo-pyrrolidin-1-yl)acetic acid methyl ester